C(C)(C)(C)NC(C1=CC(=C(C=C1)O)NC(CC1=C(C=CC(=C1)Cl)O)=O)=O N-tert-butyl-3-[[2-(5-chloro-2-hydroxy-phenyl)acetyl]amino]-4-hydroxy-benzamide